(7-(3-chloro-2-cyclopropyl-5-(methoxymethoxy)phenyl)-6,8-difluoro-2-((hexahydro-1H-pyrrolizin-7a-yl)methoxy)quinazolin-4-yl)-6-azaspiro[3.5]nonan-2-ol ClC=1C(=C(C=C(C1)OCOC)C1=C(C=C2C(=NC(=NC2=C1F)OCC12CCCN2CCC1)C1C(CC12CNCCC2)O)F)C2CC2